(R)-5-(2-methylmorpholino)benzo[d]oxazole C[C@H]1OCCN(C1)C=1C=CC2=C(N=CO2)C1